1-(2-(dimethylamino)-2-oxoethyl)-1H-imidazole-4-carboxylic acid CN(C(CN1C=NC(=C1)C(=O)O)=O)C